C(#N)C1C2C=CC(C1C#N)C2 2,3-dicyanobicyclo[2.2.1]Hept-5-ene